[N+](=O)([O-])C1=C(C(=O)O)C(=CC(=C1)[N+](=O)[O-])[N+](=O)[O-] 2,4,6-trinitrobenzoic acid